Hydroxyethyl phosphonate P(OCCO)([O-])=O